CC1=NNC2=CC(=CC=C12)N(C1=NC(=NC=C1)NC=1C=C(C=CC1)S(=O)(=O)N)CC#C 3-({4-[(3-methyl-1H-indazol-6-yl)(2-propynyl)amino]-2-pyrimidinyl}amino)benzenesulfonamide